bis-iminobiotine N=C(C(C(O)=O)=N)CC[C@@H]1SC[C@@H]2NC(=O)N[C@H]12